N12C[C@H](C(CC1)CC2)N2C(C=1C=CC=C3C1[C@@H](C2)CCC3)=O (3aS)-2-[(S)-1-azabicyclo[2.2.2]oct-3-yl]-2,3,3a,4,5,6-hexahydro-1-oxo-1H-benz[de]isoquinoline